COC1=CCC(C=C1)\C=C\C(=O)C1=CC=CC=C1 4-methoxydihydrochalcone